CC1=NC2=C(N1)C=C(C=C2)CN2N(CCC2)C(=O)C2=C(C=CC(=C2)C)N2N=CC=N2 (2-((2-methyl-1H-benzo[d]imidazol-6-yl)methyl)pyrazolidin-1-yl)(5-methyl-2-(2H-1,2,3-triazol-2-yl)phenyl)methanone